(R)-3-(4-hydroxybenzo[b]thiophene-5-yl)-4-methyl-6-((1-(methyl-d3)piperidin-3-yl)amino)-1,2,4-triazine-5(4H)-one OC1=C(C=CC=2SC=CC21)C2=NN=C(C(N2C)=O)N[C@H]2CN(CCC2)C([2H])([2H])[2H]